2-hexyl-decan-1-amine C(CCCCC)C(CN)CCCCCCCC